{2-(morpholin-4-yl)-8-[1-(tetrahydro-2H-pyran-2-yl)-1H-pyrazol-5-yl]-1,7-naphthyridin-4-yl}methanol N1(CCOCC1)C1=NC2=C(N=CC=C2C(=C1)CO)C1=CC=NN1C1OCCCC1